ClC=1C=CC(=C(C1)C1=C(N=CN1)C1=NC2=CC(=CN=C2C=C1)N1CCC(CC1)N1CCN(CC1)C)F 2-[5-(5-chloro-2-fluoro-phenyl)-1H-imidazol-4-yl]-7-[4-(4-methylpiperazin-1-yl)-1-piperidyl]-1,5-naphthyridine